C(C)(C)NCC(O)C1=CC(=CC=C1)Cl 2-isopropylamino-1-(3-chlorophenyl)ethan-1-ol